C(C)(C)C1=CNC2=NC=C(C=C21)C=2C=C1C=CN=CC1=C(C2)C2NCCC2 6-(3-isopropyl-1H-pyrrolo[2,3-b]pyridin-5-yl)-8-(pyrrolidin-2-yl)isoquinoline